FC=1C=C(C=CC1)C(=O)N[C@H](CNC([C@@H](C(CO)(C)C)O)=O)C (2R)-N-[(2S)-2-[(3-fluorophenyl)formamido]propyl]-2,4-dihydroxy-3,3-dimethylbutanamide